Fluorocarbon aluminum [Al].F[C]